6-O-alpha-D-Glucopyranosyl-D-glucitol [C@H]1([C@H](O)[C@@H](O)[C@H](O)[C@H](O1)CO)OC[C@H]([C@H]([C@@H]([C@H](CO)O)O)O)O